(S)-6-(1-amino-1,3-dihydrospiro[indene-2,4'-piperidine]-1'-yl)-3-(1-(2-chlorophenyl)vinyl)-1,5-dihydro-4H-pyrazole N[C@@H]1C2=CC=CC=C2CC12CCN(CC2)C2=CC=CC(=C2C(=C)C2=NNCC2)Cl